O=C1NCC2=CC=CC=C12 2,3-dihydro-3-oxo-1H-isoindol